Isopropyl ((((1S,4R)-4-(2-amino-6-methoxy-9H-purin-9-yl)cyclopent-2-en-1-yl)methoxy)(4-iodophenoxy)phosphoryl)-L-alaninate NC1=NC(=C2N=CN(C2=N1)[C@H]1C=C[C@H](C1)COP(=O)(OC1=CC=C(C=C1)I)N[C@@H](C)C(=O)OC(C)C)OC